(R)-9-chloro-1-ethynyl-4-((1-methyl-1H-pyrazol-4-yl)methyl-d2)-N-(1-methylcyclopropyl)-5-oxo-1,2,4,5-tetrahydroimidazo[1,2-a]quinazoline-7-sulfonamide ClC=1C=C(C=C2C(N(C=3N(C12)[C@@H](CN3)C#C)C([2H])([2H])C=3C=NN(C3)C)=O)S(=O)(=O)NC3(CC3)C